C12(CC3CC(CC(C1)C3)C2)P(C(C)(C)C)C23CC1CC(CC(C2)C1)C3 di(1-adamantyl)-tert-butylphosphine